(2R,6R)-4-((S)-1-(2,6-difluorophenyl)-2-hydroxyethyl)-1-isobutyryl-6-methyl-N-(4-(pyrimidin-2-yl)benzyl)piperazine-2-carboxamide FC1=C(C(=CC=C1)F)[C@@H](CO)N1C[C@@H](N([C@@H](C1)C)C(C(C)C)=O)C(=O)NCC1=CC=C(C=C1)C1=NC=CC=N1